1-(1-(3-methoxy-1H-pyrazolo[3,4-b]pyridin-5-yl)piperidin-4-yl)-1-methyl-3-(1-methyl-2-oxo-5-(trifluoromethyl)-1,2-dihydropyridin-3-yl)urea COC1=NNC2=NC=C(C=C21)N2CCC(CC2)N(C(=O)NC=2C(N(C=C(C2)C(F)(F)F)C)=O)C